1-(5-chloro-2-methoxy-4-(3-(trifluoromethyl)cyclobutyl)phenyl)-2-oxo-N-(pyrimidin-2-yl)-1,2-dihydroquinoline-6-sulfonamide ClC=1C(=CC(=C(C1)N1C(C=CC2=CC(=CC=C12)S(=O)(=O)NC1=NC=CC=N1)=O)OC)C1CC(C1)C(F)(F)F